N-[(1R)-1-[6-(morpholin-4-yl)pyridin-2-yl]ethyl]propionamide N1(CCOCC1)C1=CC=CC(=N1)[C@@H](C)NC(CC)=O